mercaptomethyl-1,8-dimercapto-3,6-dithiaundecane SCC(CSCCSCC(CCC)S)S